NC1=C(C=2C(=NC(=C(N2)C)C)N1C1=C(C(=CC=C1C)O)C)C(=O)C1=CC=2C=NC(=CC2N1)N1CCOCC1 (S)-(6-amino-5-(3-hydroxy-2,6-dimethylphenyl)-2,3-dimethyl-5H-pyrrolo[2,3-b]pyrazin-7-yl)(6-morpholino-1H-pyrrolo[3,2-c]pyridin-2-yl)methanone